NC=1C=C(C=CC1)NC(C)=O N-(3-aminophenyl)acetamide